COC(=O)C1N(CCN(C1)C1=CC(N(C2=CC=C(N=C12)C#N)C)=O)C(C1=CC=C(C=C1)F)C1=C(C=C(C=C1)F)OC 4-(6-cyano-1-methyl-2-oxo-1,2-dihydro-1,5-naphthyridin-4-yl)-1-((4-fluoro-2-methoxyphenyl)(4-fluorophenyl)methyl)piperazine-2-carboxylic acid methyl ester